N-((3S,4R,5R,6R)-4,5-dihydroxy-6-(hydroxymethyl)tetrahydro-2H-pyran-3-yl)acetamide O[C@@H]1[C@H](CO[C@@H]([C@@H]1O)CO)NC(C)=O